OC1=C2C(C=C(OC2=C(C(=C1)O)O)C1=CC=C(C=C1)O)=O 5,7,8,4'-Tetrahydroxyflavon